2-((3-(2-bromo-3-(1,4-benzodioxan-6-yl)anilino)-1-methylpyrazolo[4,5-b]pyridin-6-ylmethylene)amino)-2-methyl-3-hydroxypropionic acid BrC1=C(NC2=NN(C=3C2=NC=C(C3)C=NC(C(=O)O)(CO)C)C)C=CC=C1C1=CC3=C(OCCO3)C=C1